C[C@H]1CN(C[C@H](O1)C)C1=NC(=C2N1C1=CC(=CC=C1N=C2)C=2C=NC(=CC2)CCN2CCN(CC2)C)C (2S,6R)-2,6-dimethyl-4-(3-methyl-8-(6-(2-(4-methylpiperazin-1-yl)ethyl)pyridin-3-yl)imidazo[1,5-a]quinoxalin-1-yl)morpholine